O=C1NC(CCC1C1=NN(C2=C(C=CC=C12)N1CCC(CC1)CN1C[C@H](N(CC1)C(=O)OC(C)(C)C)C)C)=O tert-butyl (2R)-4-((1-(3-(2,6-dioxopiperidin-3-yl)-1-methyl-1H-indazol-7-yl) piperidin-4-yl) methyl)-2-methylpiperazine-1-carboxylate